Cl.C1(=CC=CC=C1)C=1C(N(N=CC1)CC1CCN(CC1)CCC)=O 4-Phenyl-2-((1-propylpiperidin-4-yl)methyl)pyridazin-3(2H)-on Hydrochlorid